C(C)(=O)OCC[C@]1([C@H]2C([C@@H](C[C@@H]1O)C2)(C)C)O 2-[(1R,2R,3S,5R)-2,3-dihydroxy-6,6-dimethylbicyclo[3.1.1]heptan-2-yl]ethyl acetate